SCC=1C2=CC=CC=C2C(=C2C=CC=CC12)CS 9,10-bis(mercaptomethyl)anthracene